1,4,7-triazonane-1,4-dicarboxylate N1(CCN(CCNCC1)C(=O)[O-])C(=O)[O-]